6-(3-bromo-2-chlorophenyl)-2-methoxypyridine-3-carboxaldehyde BrC=1C(=C(C=CC1)C1=CC=C(C(=N1)OC)C=O)Cl